6-(tert-butoxycarbonyl)-N2-(pivaloyl-D-phenylalanyl)-L-lysine methyl ester COC([C@@H](NC([C@H](NC(C(C)(C)C)=O)CC1=CC=CC=C1)=O)CCCC(N)C(=O)OC(C)(C)C)=O